C(CC)[C@@H](CO)CCCCC |r| racemic-2-propyl-1-heptanol